6-((4-(1-cyclopropyl-4-oxido-1,4-azaphosphinan-4-yl)-2-methoxyphenyl)amino)-4-(methylamino)-1H-pyrrolo[2,3-b]pyridine-3-carbonitrile C1(CC1)N1CCP(CC1)(=O)C1=CC(=C(C=C1)NC1=CC(=C2C(=N1)NC=C2C#N)NC)OC